methyl 7-hydroxyfuro[3,2-c]pyridine-6-carboxylate OC=1C2=C(C=NC1C(=O)OC)C=CO2